5-bromo-4-methylthiazole BrC1=C(N=CS1)C